C1(=CC=CC=C1)C(C1=CC=CC=C1)=NC1=NC=CC=C1C1(CC1)C#N 1-(2-((diphenylmethylene)amino)pyridin-3-yl)cyclopropanecarbonitrile